BrC=1N=C(C(=NC1)N)OCC1=CC(=NC=C1)C#CC1CC1 5-bromo-3-((2-(cyclopropylethynyl)pyridin-4-yl)methoxy)pyrazin-2-amine